C(CCCCCCCCCCCCCCCCC)OCCO 2-(octadecyloxy)ethane-1-ol